C(#N)CC1(CC1)CN1N=CC(=C1)C=1C=CC(=NC1C1=CC=C2C=CC=NC2=C1)C#N 5-(1-{[1-(Cyanomethyl)cyclopropyl]methyl}-1H-pyrazol-4-yl)-6-chinolin-7-ylpyridin-2-carbonitril